FC1(CCN(CC1)C1=NC(=CC(=N1)NC(C1=C(C=C(C=C1N1C[C@@H]2C[C@@]2(CC1)C)NS(=O)(=O)CCO)F)=O)C)F N-(2-(4,4-difluoropiperidin-1-yl)-6-methylpyrimidin-4-yl)-2-fluoro-4-((2-hydroxyethyl)sulfonamido)-6-((1R,6R)-6-methyl-3-azabicyclo[4.1.0]heptan-3-yl)benzamide